CC(C#N)(C=O)C 2,2-dimethyl-3-oxopropanenitrile